1-(Dimethylamino)-3-methyl-1-oxobutan-2-yl (2S)-2-amino-3-{3-[3-(4-cyanophenoxy)-3-phenylazetidin-1-sulfonyl]phenyl}propanoate monohydrochloride Cl.N[C@H](C(=O)OC(C(=O)N(C)C)C(C)C)CC1=CC(=CC=C1)S(=O)(=O)N1CC(C1)(C1=CC=CC=C1)OC1=CC=C(C=C1)C#N